C=C=O.[C] carbon ketene